2-Ethyldimethylbenzoate C(C)C1=C(C(=O)[O-])C=CC(=C1C)C